N,N'-bis(2-octyldodecyl)benzo[LMN][3,8]phenanthroline-1,3,6,8(2H,7H)-tetrone C(CCCCCCC)C(CN1C(C=2C=CC=3C(N(C(C=4C3C2C(C1=O)=CC4)=O)CC(CCCCCCCCCC)CCCCCCCC)=O)=O)CCCCCCCCCC